(2-amino-5-(4-ethylpiperazin-1-yl)phenyl)carbamic acid tert-butyl ester C(C)(C)(C)OC(NC1=C(C=CC(=C1)N1CCN(CC1)CC)N)=O